C(C)C1=NC(=CC2=CC=CC=C12)C(=O)O 1-ethylisoquinoline-3-carboxylic acid